methyl 4-(8-(4-cyano-2-fluorophenyl)-6,9-dioxo-5-(4-(trifluoromethyl)benzyl)-2,5,8-triazaspiro[3.5]nonan-2-yl)benzoate C(#N)C1=CC(=C(C=C1)N1CC(N(C2(CN(C2)C2=CC=C(C(=O)OC)C=C2)C1=O)CC1=CC=C(C=C1)C(F)(F)F)=O)F